C(#N)C1=C(OC=2C=C3C(N(C=NC3=CC2)CCCNC(OC(C)(C)C)=O)=O)C(=CC=C1NS(=O)(=O)C1CCCC1)F tert-butyl N-[3-[6-[2-cyano-3-(cyclopentylsulfonylamino)-6-fluoro-phenoxy]-4-oxo-quinazolin-3-yl]propyl]carbamate